BrC1=NC=2C=C(C=CC2C2=C1C=NN2C)CN(C(=O)C=2C=NC(=NC2)C(F)(F)F)C2=C(C=C(C=C2)F)S(=O)(=O)C N-({4-bromo-1-methyl-1H-pyrazolo[4,3-c]quinolin-7-yl}methyl)-N-(4-fluoro-2-methanesulfonylphenyl)-2-(trifluoro-methyl)pyrimidine-5-carboxamide